C(=O)C1CCC(CC1)N1N=NC(=C1)C=1C(=CC(=NC1)C1=CC=C2N1N=CC(=C2)C#N)NC(C)C 7-[5-[1-(4-Formylcyclohexyl)triazol-4-yl]-4-(isopropylamino)-2-pyridyl]pyrrolo[1,2-b]pyridazine-3-carbonitrile